2-(1-Benzylpiperidin-4-yl)-6-bromo-1,2,3,4-tetrahydroisoquinoline C(C1=CC=CC=C1)N1CCC(CC1)N1CC2=CC=C(C=C2CC1)Br